C1(CCCC1)[C@H]1CC(NN1)=O (R)-5-cyclopentylpyrazolid-3-one